ClC1=CC=C(C=N1)NC1=NC=CC2=CC(=CC=C12)OCCN1C(OCC1)=O 3-(2-((1-((6-chloropyridin-3-yl)amino)isoquinolin-6-yl)oxy)ethyl)oxazolidin-2-one